NC1=CC(=C(C(=C1)B1OC(C(O1)(C)C)(C)C)CCCCC(=O)OC(C)(C)C)Cl tert-butyl 5-(4-amino-2-chloro-6-(4,4,5,5-tetramethyl-1,3,2-dioxaborolan-2-yl)phenyl)pentanoate